4-[((4-[7-(aminocarbonyl)-2H-indazole-2-yl]benzoyl)amino)methyl]pyridinium NC(=O)C1=CC=CC2=CN(N=C12)C1=CC=C(C(=O)NCC2=CC=[NH+]C=C2)C=C1